6-Bromo-5-fluorobenzo[d]oxazol-2(3H)-one BrC1=CC2=C(NC(O2)=O)C=C1F